N1=CN=C2C1=CC=C1C2=CC=C2CC=3C=CC=4C=CC=NC4C3N=C21 benzimidazobenzophenanthroline